2-(3,5-dichloro-2-fluoro-4-(2-fluoro-3-(4-fluorobenzyl)-4-hydroxybenzyl)phenoxy)acetic acid ClC=1C(=C(OCC(=O)O)C=C(C1CC1=C(C(=C(C=C1)O)CC1=CC=C(C=C1)F)F)Cl)F